ClC=1C=C2C(=C(C(N(C2=CC1O[C@H]1COCC1)C)=O)C(=O)N)N1CCC(CC1)C=1OC2=C(N1)C=C(C=C2)C |r| (Rac)-6-chloro-1-methyl-4-[4-(5-methyl-1,3-benzooxazol-2-yl)piperidin-1-yl]-2-oxo-7-[(oxolan-3-yl)oxy]-1,2-dihydroquinoline-3-carboxamide